CC1=C(OC(C(=O)OCC)(C)C)C(=CC(=C1)CN1C(N(C=C1)C1=CC=C(C=C1)OC(F)(F)F)=O)C Ethyl 2-(2,6-dimethyl-4-((2-oxo-3-(4-(trifluoromethoxy) phenyl)-2,3-dihydro-1H-imidazol-1-yl) methyl) phenoxy)-2-methylpropionate